C(C=C)(=O)OC(C)(C)C(=O)C1=C(C=CC=C1)OCCOC(C=C)=O (2-acryloyloxyethoxy)-phenyl 2-acryloyloxy-2-propyl ketone